(2S,3R)-5,7-dihydroxy-2-(3,4,5-trihydroxyphenyl)chroman-3-yl 2,6-difluoro-3,4-dihydroxy-5-methoxybenzoate FC1=C(C(=O)O[C@H]2[C@@H](OC3=CC(=CC(=C3C2)O)O)C2=CC(=C(C(=C2)O)O)O)C(=C(C(=C1O)O)OC)F